FC(C(=O)O)(F)F.ClC1=CC=C(C[C@@H]2N(C[C@@H](OC2)CN2CCCC2)C2CCN(CC2)C=2NC(=NN2)N)C=C1 5-(4-((2S,5S)-5-(4-chlorobenzyl)-2-(pyrrolidin-1-ylmethyl)morpholino)piperidin-1-yl)-4H-1,2,4-triazol-3-amine 2,2,2-trifluoroacetate